O=C1OC(CN1)[C@@H]1C[C@H](C1)NC(OC(C)(C)C)=O tert-butyl N-[trans-3-(2-oxo-1,3-oxazolidin-5-yl)cyclobutyl]carbamate